N1(CCCCCC1)C1=C(C=CC(=C1)NC1=NN=C(N1)C1CC1)C(=O)N1CCN(CC1)CCC (2-(azepan-1-yl)-4-((5-cyclopropyl-4H-1,2,4-triazol-3-yl)amino)phenyl)(4-propylpiperazin-1-yl)methanone